O1CCN(CC1)C=1C2=C(N=CN1)NC(=C2)C2=CC=C(C=C2)NS(=O)(=O)CC2=CC=C(C=C2)N2C[C@@H](CC2)NC(C=C)=O (R)-N-(1-(4-((N-(4-(4-morpholino-7H-pyrrolo[2,3-d]pyrimidin-6-yl)phenyl)sulfamoyl)methyl)phenyl)pyrrolidin-3-yl)acrylamide